O.S(O)(O)(=O)=O.BrC1=CC2=C(N=C(C=3N2C=NN3)N3CC(C3)NC)N=C1 1-(8-bromopyrido[2,3-e][1,2,4]triazolo[4,3-a]pyrazin-4-yl)-N-methylazetidin-3-amine bisulphate monohydrate